(2S)-3-(3-{[Bis({3-[(2S)-2-carboxy-2-(piperidin-4-yl)ethyl]phenyl}methyl)amino]methyl}phenyl)-2-(piperidin-4-yl)propanoic acid C(=O)(O)[C@@H](CC=1C=C(C=CC1)CN(CC1=CC(=CC=C1)C[C@H](C(=O)O)C1CCNCC1)CC=1C=C(C=CC1)C[C@H](C(=O)O)C1CCNCC1)C1CCNCC1